NC=1C(=CC(=NC1)N1C(NCC1)=O)N[C@H]1C[C@H](CCC1)NC(OC(C)(C)C)=O tert-butyl ((1S,3R)-3-((5-amino-2-(2-oxoimidazolidin-1-yl)pyridin-4-yl)amino)cyclohexyl)carbamate